C1(=CC=CC=C1)C(C)C1=C(C(=O)N)C=CC=C1 (1-phenyl-ethyl)benzamide